(1H-imidazol-4-yl)methanol N1C=NC(=C1)CO